(S)-5-(benzyloxy)-3-(but-3-en-2-yl)-4,6-dioxo-7-((2,4,6-trifluorobenzyl)carbamoyl)-2,3,4,6-tetrahydro-1H-pyrido[2,1-f][1,2,4]Triazine-1-carboxylic acid tert-butyl ester C(C)(C)(C)OC(=O)N1N2C(C(N(C1)[C@@H](C)C=C)=O)=C(C(C(=C2)C(NCC2=C(C=C(C=C2F)F)F)=O)=O)OCC2=CC=CC=C2